1-(2-((2-(3-chloro-2-fluorobenzylamino)-2-oxoethyl)(cyclopropyl)-amino)-2-oxoethyl)-5-fluoro-1H-indazole-3-carboxamide ClC=1C(=C(CNC(CN(C(CN2N=C(C3=CC(=CC=C23)F)C(=O)N)=O)C2CC2)=O)C=CC1)F